2-(2,6-Dioxopiperidin-3-yl)-5-((6-(4-(4-(8-(4-methylpiperazin-1-yl)quinoxalin-2-yl)-1H-pyrazol-1-yl)piperidin-1-yl)-6-oxohexyl)amino)isoindoline-1,3-dione O=C1NC(CCC1N1C(C2=CC=C(C=C2C1=O)NCCCCCC(=O)N1CCC(CC1)N1N=CC(=C1)C1=NC2=C(C=CC=C2N=C1)N1CCN(CC1)C)=O)=O